ClC1=C(C=C(N=N1)C=1C(NC(NC1)=O)=O)CC1CCC1 5-(6-chloro-5-(cyclobutylmethyl)pyridazin-3-yl)pyrimidine-2,4(1H,3H)-dione